4-(N-(3-(tert-butyl)-5-cyclopropylbenzyl)-2-(N-(4-chlorobenzyl)-(2,3,4,5,6-pentafluorophenyl)sulfonamido)acetamido)benzamide C(C)(C)(C)C=1C=C(CN(C(CN(S(=O)(=O)C2=C(C(=C(C(=C2F)F)F)F)F)CC2=CC=C(C=C2)Cl)=O)C2=CC=C(C(=O)N)C=C2)C=C(C1)C1CC1